1-(4-(3-fluoro-5-(trifluoromethyl)benzyl)pyridin-2-yl)-3-(hydroxymethyl)-5-methyl-1H-pyrazole FC=1C=C(CC2=CC(=NC=C2)N2N=C(C=C2C)CO)C=C(C1)C(F)(F)F